C1(CC1)CNC=1C2=C(N=C(N1)NC1=CC=C(C3=C1OCCO3)C(=O)N3CCOCC3)NC=C2C(F)(F)F (8-((4-((cyclopropylmeth-yl)amino)-5-(trifluoromethyl)-7H-pyrrolo[2,3-d]pyrimidin-2-yl)amino)-2,3-dihydrobenzo[b][1,4]dioxin-5-yl)(morpholino)methanone